N1=CC(=CC=C1)CN1CCNCC1 4-(pyridin-3-ylmethyl)piperazin